C(CC)N1C=C(C2=CC(=CC=C12)C=1C=C2C=CC=NC2=CC1)CC(=O)NCC1=NC=CC=C1 2-(1-propyl-5-(quinolin-6-yl)-1H-indol-3-yl)-N-(pyridin-2-ylmethyl)acetamide